6-(3-pyridyl)pyridine N1=CC(=CC=C1)C1=CC=CC=N1